4-phenyl-7-(pyrimidin-5-yl)-3,4-dihydro-1H-benzo[4,5]imidazo[2,1-c][1,4]oxazine C1(=CC=CC=C1)C1N2C(COC1)=NC1=C2C=C(C=C1)C=1C=NC=NC1